S-benzyl-thio-diphenyl-phosphorus oxide C(C1=CC=CC=C1)SP(C1=CC=CC=C1)(C1=CC=CC=C1)=O